p-vinyl-benzyl chloride C(=C)C1=CC=C(CCl)C=C1